ethyl 4-chloro-5-[[1-[(2-methylpropan-2-yl)oxycarbonylamino]cyclopropyl]methoxy]-2,3-dihydro-1H-indene-2-carboxylate ClC1=C2CC(CC2=CC=C1OCC1(CC1)NC(=O)OC(C)(C)C)C(=O)OCC